(R)-2-(2,4-dimethylpiperazin-1-yl)-6-isopropyl-5-(8-methyl-[1,2,4]triazolo[1,5-a]pyridin-6-yl)-4H-pyrrolo[3,2-d]thiazole C[C@H]1N(CCN(C1)C)C=1SC2=C(N1)C(=C(N2)C=2C=C(C=1N(C2)N=CN1)C)C(C)C